N-methyl-N-propylacrylamide CN(C(C=C)=O)CCC